ClC1=NN2C(N=CC3=C2[C@@](CN3C(=O)NC=3C=NC(=C(C3)Cl)C3OCCCC3)(C(F)(F)F)C)=C1 (8R)-2-chloro-N-(5-chloro-6-(tetrahydro-2H-pyran-2-yl)pyridin-3-yl)-8-methyl-8-(trifluoromethyl)-7,8-dihydro-6H-pyrazolo[1,5-a]pyrrolo[2,3-e]pyrimidine-6-carboxamide